2-CARBAMOYL-4-FLUOROPHENYLBORONIC ACID C(N)(=O)C1=C(C=CC(=C1)F)B(O)O